1-methyl-4-[(methylphenylhydrazono)methyl]pyridinium methyl-sulfate COS(=O)(=O)[O-].C[N+]1=CC=C(C=C1)C=NN(C1=CC=CC=C1)C